N-[(S)-(4,4-Difluorocyclohexyl){7-[(1R)-3,3-difluoro-1-(2,2,2-trifluoroethylcarbamoyl)-propyl]imidazo[1,2-b]pyridazin-2-yl}methyl]-4-ethylisoxazole-3-carboxamide FC1(CCC(CC1)[C@H](NC(=O)C1=NOC=C1CC)C=1N=C2N(N=CC(=C2)[C@@H](CC(F)F)C(NCC(F)(F)F)=O)C1)F